CC1(OC2C(O1)C1CC(C3C4C(CCC3C1(CC2)C)(CCC4)C)N)C 2,2,5a,7a-tetramethyl-4,5,5a,5b,6,7,7a,8,9,10,10a,10b,11,12,12a,12b-Hexadecahydro-3aH-cyclopenta[1',2':7,8]phenanthro[1,2-d][1,3]dioxolan-11-amine